2-nonaphenylbiphenyl C1(=CC=CC2=CC3=CC4=CC5=CC=C6C=C7C=C8C=C9C=CC=CC9=CC8=CC7=CC6=C5C=C4C=C3C=C12)C1=C(C=CC=C1)C1=CC=CC=C1